N1N=C(C=C1C(=O)[O-])C(=O)[O-] pyrazole-3,5-dicarboxylate